1-[(2R,3R,4R,5R)-4-(benzyloxy)-5-(benzyloxymethyl)-3-hydroxy-3-(2-hydroxyethyl)tetrahydrofuran-2-yl]pyrimidine-2,4(1H,3H)-dione C(C1=CC=CC=C1)O[C@H]1[C@@]([C@@H](O[C@@H]1COCC1=CC=CC=C1)N1C(NC(C=C1)=O)=O)(CCO)O